6-(2-fluoro-4-hydroxy-5-methylphenyl)-5-methyl-4,5-dihydro-2H-pyridazin-3-one FC1=C(C=C(C(=C1)O)C)C=1C(CC(NN1)=O)C